(S)-(+)-dimethyl (3-methyl-2-oxo-6-phenylhex-5-yn-1-yl)phosphonate C[C@H](C(CP(OC)(OC)=O)=O)CC#CC1=CC=CC=C1